methyl-N-phenyl-8-(1H-pyrazol-4-yl)-[1,2,4]triazolo[4,3-a]quinazolin-5-amine CC1=NN=C2N1C1=CC(=CC=C1C(=N2)NC2=CC=CC=C2)C=2C=NNC2